OC1=COC=C1 3-hydroxyfuran